BrC1=CC=C(C=C1)NS(=O)(=O)C=1C=C(C(=O)NCCCN2C(CCC2)=O)C=CC1 3-(N-(4-bromophenyl)sulfamoyl)-N-(3-(2-oxopyrrolidin-1-yl)propyl)benzamide